(R)-(4-(3-hydroxy-3-methylpiperidin-1-yl)-2-((1-(hydroxymethyl)cyclopropyl)methoxy)-5,7-dihydro-6H-pyrrolo[3,4-d]pyrimidin-6-yl)(3-hydroxy-8-iodonaphthalen-1-yl)methanone O[C@]1(CN(CCC1)C=1C2=C(N=C(N1)OCC1(CC1)CO)CN(C2)C(=O)C2=CC(=CC1=CC=CC(=C21)I)O)C